FC1=C(C(=O)C2=CC3=C(N=C(S3)NC(=O)C=3OC=CC3)C=C2)C=CC(=C1)F N-(6-(2,4-difluorobenzoyl)benzo[d]thiazol-2-yl)furan-2-carboxamide